4-(dimethylamino)-2-methoxybenzenesulfonyl chloride CN(C1=CC(=C(C=C1)S(=O)(=O)Cl)OC)C